5-[3,5-Dimethoxy-2-[(E)-3-(4-methoxyphenyl)prop-2-enoyl]phenoxy]-5-oxopentanoic acid COC=1C(=C(OC(CCCC(=O)O)=O)C=C(C1)OC)C(\C=C\C1=CC=C(C=C1)OC)=O